Bis(ethylene) iridium [Ir].C=C.C=C